2,4-diphenyl-6-(2-hydroxy-4-butoxyethoxyphenyl)-1,3,5-triazine C1(=CC=CC=C1)C1=NC(=NC(=N1)C1=CC=CC=C1)C1=C(C=C(C=C1)OCCOCCCC)O